OC(C(=O)N(C)C)C1=C(N=C2N1C=C(C=C2)C)C2=CC=C(C=C2)C 2-hydroxy-N,N-dimethyl-2-(6-methyl-2-(p-tolyl)imidazo[1,2-a]pyridin-3-yl)acetamide